3,4-dimethoxybenzyl mercaptan COC=1C=C(CS)C=CC1OC